C(C)(C)(C)N1N=NN=C1[C@H](NC1=CC=C(C=C1)C(F)(F)F)C1=CC=C(C=C1)S(=O)(=O)C (R)-N-((1-(tert-butyl)-1H-tetrazol-5-yl)(4-(methylsulfonyl)phenyl)methyl)-4-(trifluoromethyl)-aniline